(4aR)-3-(tert-butoxycarbonyl)-9-(((2,6-dioxopiperidin-3-yl)amino)methyl)-6-methyl-2,3,4,4a,5,6-hexahydro-1H-pyrazino[1,2-a]quinoxaline-8-carboxylic acid C(C)(C)(C)OC(=O)N1C[C@@H]2N(C3=CC(=C(C=C3N(C2)C)C(=O)O)CNC2C(NC(CC2)=O)=O)CC1